C(C)(=O)OCCCCCCCCCCCCC=C (Z)-13-Tetradecenyl acetate